N-((R)-7-(7,7-difluoro-2-((2S,3S)-3-fluoro-2-methylazetidin-1-yl)-6,7-dihydro-5H-cyclopenta[d]pyrimidin-4-yl)isochroman-4-yl)methanesulfonamide FC1(CCC2=C1N=C(N=C2C2=CC=C1[C@H](COCC1=C2)NS(=O)(=O)C)N2[C@H]([C@H](C2)F)C)F